tert-butyl 4-(bromomethyl)-2-methylpyrrolidine-1-carboxylate BrCC1CC(N(C1)C(=O)OC(C)(C)C)C